2,5-dihydro-2-oxo-1H-pyrrole-1-acetamide O=C1N(CC=C1)CC(=O)N